C(C)(C)(C)C(O)(C1=CC=C(C=C1)CN1CCC(CC1)OC1=CC=CC=C1)C1=CN=C2C(=NC(=NN21)OCCCC)N(CC2=CC=C(C=C2)OC)CC2=CC=C(C=C2)OC tert-butyl-(4-(bis(4-methoxybenzyl)amino)-2-butoxyimidazo[2,1-f][1,2,4]triazin-7-yl)(4-((4-phenoxypiperidin-1-yl)methyl)phenyl)methanol